3-(2,5-Dimethyl-pyrrol-1-yl)-6-methoxy-5-trifluoromethyl-pyridine-2-carboxylic acid CC=1N(C(=CC1)C)C=1C(=NC(=C(C1)C(F)(F)F)OC)C(=O)O